N-[4-(3,5-difluorophenoxy)-2-pyridinyl]cyclopropanecarboxamide FC=1C=C(OC2=CC(=NC=C2)NC(=O)C2CC2)C=C(C1)F